4'-amino-4,6-dimethoxy-3'-nitro-[1,1'-biphenyl] NC1=C(C=C(C=C1)C1=CC=C(C=C1OC)OC)[N+](=O)[O-]